tert-butyl (2S)-2-(cyanomethyl)-4-[7-(8-fluoro-1-naphthyl)-2-[[(2S)-1-methylpyrrolidin-2-yl]methoxy]-6,8-dihydro-5H-pyrido[3,4-d]pyrimidin-4-yl]piperazine-1-carboxylate C(#N)C[C@@H]1N(CCN(C1)C=1C2=C(N=C(N1)OC[C@H]1N(CCC1)C)CN(CC2)C2=CC=CC1=CC=CC(=C21)F)C(=O)OC(C)(C)C